N1(CCOCC1)C1=NC=2N(C=C1)N=CC2C(=O)N 5-morpholinylpyrazolo[1,5-a]pyrimidine-3-carboxamide